Phenyl (3-(trifluoromethoxy)phenyl) carbonate C(OC1=CC=CC=C1)(OC1=CC(=CC=C1)OC(F)(F)F)=O